tert-butyl 2-(1-(4-chloro-2-fluorophenyl)ethoxy)-5,8-dihydro-1,7-naphthyridine-7(6H)-carboxylate ClC1=CC(=C(C=C1)C(C)OC1=NC=2CN(CCC2C=C1)C(=O)OC(C)(C)C)F